O=C1NC=C(C2=CC=C(C=C12)N[C@H](C)C(=O)N1CC(CCC1)C(=O)O)C1=C(C=CC=C1)C 1-((1-oxo-4-(o-tolyl)-1,2-dihydroisoquinolin-7-yl)-D-alanyl)piperidine-3-carboxylic acid